N1(CCC=CC1)C(=O)OC(C)(C)C Tert-butyl 2,6-dihydropyridine-1-carboxylate